(R)-N-((3S,4R)-3-hydroxy-2,2-dimethylchroman-4-yl)-4-((S)-2-imino-4-isopropyl-4-methyl-6-oxotetrahydropyrimidin-1(2H)-yl)-2,2-dimethylchromane-6-carboxamide O[C@@H]1C(OC2=CC=CC=C2[C@H]1NC(=O)C=1C=C2[C@@H](CC(OC2=CC1)(C)C)N1C(N[C@](CC1=O)(C)C(C)C)=N)(C)C